N-[4-(3-Cyanophenyl)-5-(2,6-dimethyl-4-pyridyl)thiazol-2-yl]-4-methyl-3-oxo-piperazin-1-carboxamid C(#N)C=1C=C(C=CC1)C=1N=C(SC1C1=CC(=NC(=C1)C)C)NC(=O)N1CC(N(CC1)C)=O